Cl.C(C)(C)(C)C1=NN(C(=C1)NC(=O)NCC1=C(C=CC(=C1)F)OC=1C=C2C=NN(C2=CC1)CCO)C1=CC=C(C=C1)C 1-(3-tert-butyl-1-p-tolyl-1H-pyrazol-5-yl)-3-(5-fluoro-2-(1-(2-hydroxyethyl)-1H-indazol-5-yloxy)benzyl)urea hydrochloride